2-((S)-2-((3S,8S,9S,10R,13S,14S,17R)-3-hydroxy-10,13-dimethyl-2,3,4,7,8,9,10,11,12,13,14,15,16,17-tetradecahydro-1H-cyclopenta[a]phenanthren-17-yl)propoxy)-N-methylisonicotinamide O[C@H]1CC[C@@]2([C@H]3CC[C@@]4([C@H](CC[C@H]4[C@@H]3CC=C2C1)[C@@H](COC=1C=C(C(=O)NC)C=CN1)C)C)C